[N+](=O)([O-])C1=CC=C(C=C1)NC[C@@H](C1=CC=CC=C1)O (R)-2-((4-nitrophenyl)amino)-1-phenyl-ethyl alcohol